ethyl-bis-(4-octyl)phosphine tert-butyl-(4S)-4-[3-[[6-[(2-chloropyridine-3-carbonyl)sulfamoyl]-2-pyridyl]amino]-3-phenyl-propyl]-2,2-dimethyl-pyrrolidine-1-carboxylate C(C)(C)(C)OC(=O)N1C(C[C@@H](C1)CCC(C1=CC=CC=C1)NC1=NC(=CC=C1)S(NC(=O)C=1C(=NC=CC1)Cl)(=O)=O)(C)C.C(C)P(C(CCC)CCCC)C(CCC)CCCC